2-chloro-4-(2-[1-(4-fluorophenyl)-2,5-dimethyl-1H-imidazol-4-yl]ethynyl)pyridine ClC1=NC=CC(=C1)C#CC=1N=C(N(C1C)C1=CC=C(C=C1)F)C